N-(5-(2-cyano-5-(((1s,3s)-3-(methylamino)cyclobutyl)methoxy)pyridin-4-yl)pyrazolo[1,5-a]pyridin-2-yl)cyclopropanecarboxamide C(#N)C1=NC=C(C(=C1)C1=CC=2N(C=C1)N=C(C2)NC(=O)C2CC2)OCC2CC(C2)NC